2-(5-bromo-3-(4-(1-methyl-1H-indol-3-yl)-2,5-dioxo-2,5-dihydro-1H-pyrrol-3-yl)-1H-indol-1-yl)acetic acid BrC=1C=C2C(=CN(C2=CC1)CC(=O)O)C=1C(NC(C1C1=CN(C2=CC=CC=C12)C)=O)=O